3-(8-cyanoquinolin-5-yl)-N-((1R,3r,5S)-9-methyl-9-azabicyclo[3.3.1]nonan-3-yl)-5-(trifluoromethyl)-3-azabicyclo[3.1.0]hexane-1-carboxamide C(#N)C=1C=CC(=C2C=CC=NC12)N1CC2(CC2(C1)C(F)(F)F)C(=O)NC1C[C@H]2CCC[C@@H](C1)N2C